N-(quinolin-8-yl)imidazo[1,2-a]pyridine-5-sulfonamide N1=CC=CC2=CC=CC(=C12)NS(=O)(=O)C1=CC=CC=2N1C=CN2